FC(OC1=CC=C(CC=2N(C3=C(C(N(C=4N=C(C=CC34)CC)C=3C(=NC=CC3)C)=O)N2)C)C=C1)F 2-(4-(difluoromethoxy)benzyl)-7-ethyl-1-methyl-5-(2-methylpyridin-3-yl)-1,5-dihydro-4H-imidazo[4,5-c][1,8]naphthyridin-4-one